FC=1C=CC(=C(C1)C(C(=O)NC=1SC=CN1)N1C(C2=CC(=CC=C2C1)C1=CC=C(C=C1)C1CCN(CC1)C([2H])([2H])[2H])=O)OC 2-(5-fluoro-2-methoxyphenyl)-2-(6-(4-(1-(methyl-d3)piperidin-4-yl)phenyl)-1-oxoisoindol-2-yl)-N-(thiazol-2-yl)acetamide